Cl.CN(CCN(C(C1=CC=C(C=C1)OC[C@@H]1CNCC[C@H]1C1=CC=C(C=C1)F)=O)C)C N-(2-(dimethylamino)ethyl)-4-(((3S,4R)-4-(4-fluorophenyl)piperidin-3-yl)methoxy)-N-methylbenzamide hydrochloride